ketoacetone O=CC(C)=O